2-{[5-(2-chlorophenyl)-4-fluoro-1H-pyrazol-3-yl]Carbonyl}-N-{(1S)-1-cyano-2-[(3S)-2-oxopyrrolidin-3-yl]Ethyl}-4-methyl-L-leucinoamide ClC1=C(C=CC=C1)C1=C(C(=NN1)C(=O)[C@](N)(CC(C)(C)C)C(=O)N[C@@H](C[C@H]1C(NCC1)=O)C#N)F